O1CCN(CC1)C(=O)C1=CC=C(C=C1)C1NC2=CC=CC=C2CC1 morpholino(4-(1,2,3,4-tetrahydroquinoline-2-yl)phenyl)methanone